C(C)OC(=O)C=1N=CC=2CN(CCC2C1)C1=CC(=C(C(=C1)OCF)F)F 7-(3,4-difluoro-5-(fluoromethoxy)phenyl)-5,6,7,8-tetrahydro-2,7-naphthyridine-3-carboxylic acid ethyl ester